The molecule is a glycopeptidolipid antigen from clinically prominent members of the Mycobacterium avium serocomplex. It has a role as an antigen. CCCCCCCCCCCCCCCCCCCCCCCCCCCCCC(CC(=O)N[C@H](CC1=CC=CC=C1)C(=O)N[C@H]([C@@H](C)OC2[C@@H]([C@@H]([C@@H]([C@@H](O2)C)O)O)O[C@H]3[C@@H]([C@@H]([C@H]([C@@H](O3)C)O)O[C@H]4[C@H]([C@@H]([C@@H]([C@@H](O4)C)OC(=O)C)OC)OC)O)C(=O)N[C@H](C)C(=O)N[C@@H](C)COC5[C@@H]([C@@H]([C@H]([C@@H](O5)C)OC)OC)O)O